ClC1=CC(=C2C(=N1)N(C=N2)[C@@H]2[C@@H]1[C@]([C@@H]3[C@H]2OC(O3)(C)C)(C1)C=O)Cl (3aR,3bS,4aS,5R,5aS)-5-(5,7-dichloro-3H-imidazo[4,5-b]pyridin-3-yl)-2,2-dimethyltetrahydrocyclopropa[3,4]cyclopenta[1,2-d][1,3]dioxole-3b(3aH)-carbaldehyde